2-Thiomorpholin-4-yl-pyrido[1,2-a]pyrimidin-4-one N1(CCSCC1)C=1N=C2N(C(C1)=O)C=CC=C2